4-[(3aR,6aR)-hexahydro-2H-furo[3,2-b]pyrrol-4-yl]-2-ethenyl-6-[3-(3-methylphenyl)-1H-pyrazol-1-yl]pyrimidine O1CC[C@H]2N(CC[C@H]21)C2=NC(=NC(=C2)N2N=C(C=C2)C2=CC(=CC=C2)C)C=C